C(C)(C)(C)OC(=O)N1C2CN(C(C1)CC2)CC2=C(N=C1N2C=CC=C1)C1=NC=C(C=C1)Cl tert.-Butyl-5-{[2-(5-chloropyridin-2-yl)imidazo-[1,2-a]pyridin-3-yl]methyl}-2,5-diazabicyclo[2.2.2]-octan-2-carboxylat